COC1(CC(C1)(C=O)C=1C=NC=CC1)OC 3,3-dimethoxy-1-(pyridin-3-yl)cyclobutane-1-carbaldehyde